1-([1,2,4]triazolo[1,5-a]pyridin-6-yl)piperazin-2-one N=1C=NN2C1C=CC(=C2)N2C(CNCC2)=O